FC(C(=O)O)C[2H] 2-fluoropropionic acid-3-d